Cl.ClC=1C=NC(=NC1)C(=O)N1CCNCC1 (5-Chloropyrimidin-2-yl)(piperazin-1-yl)methanone hydrochloride